1-butyl-1-methylpyrrolium bromide [Br-].C(CCC)[N+]1(C=CC=C1)C